C1=CC=CC=2C3=CC=CC=C3C(C12)COC(=O)N[C@@H]([C@H](O)C)C(=O)OCC1=CC=CC=C1 benzyl (((9H-fluoren-9-yl)methoxy)carbonyl)-L-threoninate